ClC=1C=C(C=CC1)C1CN(C1)C(=O)NC1=NC=NC(=C1)NCC=1N=C2N(C=C(C=C2)C2CC2)C1 3-(3-chlorophenyl)-N-(6-(((6-cyclopropylimidazo[1,2-a]pyridin-2-yl)methyl)amino)pyrimidin-4-yl)azetidine-1-carboxamide